CSCCCCCC/C=N/O The molecule is a 7-(methylsulfanyl)heptanal oxime in which the oxime moiety has E configuration. It is an omega-(methylsulfanyl)-(E)-alkanal oxime and a 7-(methylsulfanyl)heptanal oxime.